NC1=C(OC2=C(OC3=CC(=CC=C3)OC3=C(C=CC=C3)OC3=C(C=CC=C3CC)N)C=CC=C2)C(=CC=C1)CC 1,3-bis(2-(2-amino-6-ethylphenoxy)phenoxy)Benzene